NC1=CC=C(C2=CC=CC=C12)OC1=CC(=NC=C1)C(=O)NC 4-[(4-amino-1-naphthyl)oxy]-N-methyl-pyridine-2-carboxamide